CC1(C(=C(N(C(=C1C(=O)O)C)CC)COCCN)C(=O)O)C1=C(C=CC=C1)Cl methyl-ethyl-6-methyl-2-(2-aminoethoxy)methyl-4-(2-chlorophenyl)-1,4-dihydro-3,5-pyridinedicarboxylic acid